(R)-1-(2-chloropyridin-3-yl)ethyl (4-(5-(3-hydroxy-3-methylcyclobutane-1-carboxamido)pyridin-2-yl)-1-methyl-1H-1,2,3-triazol-5-yl)carbamate OC1(CC(C1)C(=O)NC=1C=CC(=NC1)C=1N=NN(C1NC(O[C@H](C)C=1C(=NC=CC1)Cl)=O)C)C